1-(5-(difluoromethyl)-1,3,4-thiadiazol-2-yl)-4-((3S,5S)-3,5-dimethylpiperazin-1-yl)-N-(1-methylcyclopropyl)-1H-indazole-6-sulfonamide FC(C1=NN=C(S1)N1N=CC2=C(C=C(C=C12)S(=O)(=O)NC1(CC1)C)N1C[C@@H](N[C@H](C1)C)C)F